1-(Phenylmethyl-(methyl)amino)-2-methyl-1-oxo-prop-2-ylamine C1(=CC=CC=C1)CN(C(C(C)(C)N)=O)C